6-(2-(4-(2-(4,4-difluoropiperidin-1-yl)-6-methylpyrimidin-4-yl)-1H-pyrazol-1-yl)-5-nitrophenyl)-6-azaspiro[2.5]octane FC1(CCN(CC1)C1=NC(=CC(=N1)C=1C=NN(C1)C1=C(C=C(C=C1)[N+](=O)[O-])N1CCC2(CC2)CC1)C)F